(1R,4R)-5-(5-(3-fluoro-2-(2-fluoro-6-methoxyphenyl)isonicotinamido)-1,2-dimethyl-1H-benzo[d]imidazol-4-yl)-2,5-diazabicyclo[2.2.1]heptane-2-carboxylic acid tert-butyl ester C(C)(C)(C)OC(=O)N1[C@H]2CN([C@@H](C1)C2)C2=C(C=CC=1N(C(=NC12)C)C)NC(C1=C(C(=NC=C1)C1=C(C=CC=C1OC)F)F)=O